O=C1N(CC2=CC(=CC=C12)CN1CCC(CC1)C1=CSC=C1)C1C(NC(CC1)=O)=O 3-(1-oxo-5-((4-(thiophen-3-yl)piperidin-1-yl)methyl)isoindolin-2-yl)piperidine-2,6-dione